BrC=1C=C2C=NNC2=C(C1)CBr 5-bromo-7-(bromomethyl)-1H-indazole